3-amino-N-(2-bromobenzyl)-6-(2,6-dimethylpyridin-4-yl)-5-(4-fluorophenyl)pyrazine-2-carboxamide NC=1C(=NC(=C(N1)C1=CC=C(C=C1)F)C1=CC(=NC(=C1)C)C)C(=O)NCC1=C(C=CC=C1)Br